Cl.ClC1=C(C=C2C(C(NC2=C1)=O)=C(C1=CC(=NO1)OC)O)C1=CC=C(C=C1)OC1CCN(CC1)C 6-chloro-3-[hydroxy-(3-methoxyisoxazol-5-yl)methylene]-5-[4-[(1-methyl-4-piperidyl)oxy]phenyl]indolin-2-one hydrochloride